C(C)(C)(C)[Si](C)(C)OCC[C@@H]1OC(O[C@H]1C1=C(C=CC=C1)Cl)(C)C tert-butyl-(2-((4s,5s)-5-(2-chlorophenyl)-2,2-dimethyl-1,3-dioxolan-4-yl)ethoxy)dimethylsilane